C1(CCCC1)OCC1=CC=C(N)C=C1 4-((cyclopentyloxy)methyl)aniline